FC1=C(C=NC=C1F)C=1C=C(C(C=CC1)=O)O 4-(4,5-difluoropyridin-3-yl)-2-hydroxycyclohepta-2,4,6-trien-1-one